C(=O)O.C(C)N1C(NC2=C(C1=O)SC(=C2)CN2CCN(CC2)C=2C(=NC(=CC2)C(CC)=O)C)=O 3-ethyl-6-((4-(2-methyl-6-propionylpyridin-3-yl)piperazin-1-yl)methyl)thieno[3,2-d]pyrimidine-2,4(1H,3H)-dione formate